N(C1=CC=CC=C1)C1=C(C=C(C(=C1)C(=O)O)NC1=CC=CC=C1)C(=O)O 1,4-bis(anilino)benzene-2,5-dicarboxylic acid